butyl-[1-(2,5-difluorophenyl)but-3-enoxy]-dimethyl-silane C(CCC)[Si](C)(C)OC(CC=C)C1=C(C=CC(=C1)F)F